C(CCCCCCCC)NCCN N-nonylethane-1,2-diamine